NC=1N=NC(=CC1C=1C=NN(C1)CC1CCC(CC1)C(=O)OC)C1=C(C=CC=C1)O (1r,4r)-methyl 4-((4-(3-amino-6-(2-hydroxyphenyl)pyridazin-4-yl)-1H-pyrazol-1-yl)methyl)cyclohexane-1-carboxylate